4-(4-(3,8-diazabicyclo-[3.2.1]octan-3-yl)-6-chloro-8-fluoro-2-(((S)-1-methyl-pyrrolidin-2-yl)methoxy)-quinazolin-7-yl)benzo[d]-thiazol-2-amine C12CN(CC(CC1)N2)C2=NC(=NC1=C(C(=C(C=C21)Cl)C2=CC=CC1=C2N=C(S1)N)F)OC[C@H]1N(CCC1)C